(methoxymethyl)-1-[(2-methyl-3,4-dihydro-1H-isoquinolin-6-yl)methyl]pyrazole-4-carboxamide COCC1=NN(C=C1C(=O)N)CC=1C=C2CCN(CC2=CC1)C